3-acetyl-2'-chloro-4-hydroxy-5',6-dimethyl-2H-[1,4'-bipyridin]-2-one C(C)(=O)C=1C(N(C(=CC1O)C)C1=CC(=NC=C1C)Cl)=O